[O-]S(=O)(=O)C(F)(F)F.FC1=CC=C(C=C1)C1([SH+]CCC1)C1=CC=C(C=C1)F 2,2-di(4-fluorophenyl)tetrahydro-1H-thiophen-1-ium triflate